C[C@H]1C[C@@H]2N([C@H](OC2)C2=CC=CC=C2)C1=O (3R,6S,7aS)-6-methyl-3-phenyltetrahydro-3H,5H-pyrrolo[1,2-c]oxazol-5-one